O=C1N(CCC(N1)=O)N1C(C2=CC=C(C=C2C1=O)CN1CCC(CC1)N1CCC(CC1)C(=O)N)=O 1'-((2-(2,4-dioxotetrahydropyrimidin-1(2H)-yl)-1,3-dioxoisoindolin-5-yl)methyl)-[1,4'-bipiperidine]-4-carboxamide